5-bromo-3-((3,5-dichloro-phenylimino)meth-yl)-2-hydroxyphenyl 4-methylbenzoate CC1=CC=C(C(=O)OC2=C(C(=CC(=C2)Br)C=NC2=CC(=CC(=C2)Cl)Cl)O)C=C1